(4,4-dimethyl-1,4-azasilinan-1-yl)(1H-indol-2-yl)methanone C[Si]1(CCN(CC1)C(=O)C=1NC2=CC=CC=C2C1)C